NC1=C2C(=NC=N1)N(N=C2C#CC=2C(=CC(=C(C2)NC(=O)N2OCC[C@@H]2C2=CC=CC=C2)F)C)CC (R)-N-(5-((4-amino-1-ethyl-1H-pyrazolo[3,4-d]pyrimidin-3-yl)ethynyl)-2-fluoro-4-methylphenyl)-3-phenylisoxazolidin-2-carboxamide